FC=1C=C2C=C(C(NC2=CC1)=O)C=1N=NN(C1)C1=CC=C(C=C1)C(=O)N1C[C@H](CC1)COCCOC 6-fluoro-3-(1-{4-[(S)-3-(2-methoxy-ethoxymethyl)-pyrrolidine-1-carbonyl]-phenyl}-1H-[1,2,3]triazol-4-yl)-1H-quinolin-2-one